12-(4-(5-acetyl-3-(7-(difluoromethyl)-6-(1-methyl-1H-pyrazol-4-yl)-3,4-dihydroquinolin-1(2H)-yl)-4,5,6,7-tetrahydro-1H-pyrazolo[4,3-c]pyridin-1-yl)piperidin-1-yl)-12-oxododecanamide C(C)(=O)N1CC2=C(CC1)N(N=C2N2CCCC1=CC(=C(C=C21)C(F)F)C=2C=NN(C2)C)C2CCN(CC2)C(CCCCCCCCCCC(=O)N)=O